9-(2,2,2-trifluoroethoxycarbonyl)tetracyclo[6.2.1.13,6.02,7]Dodeca-4-ene FC(COC(=O)C1C2C3C4C=CC(C3C(C1)C2)C4)(F)F